BrC=1C(=NC(=NC1)NC1=CC=C(C=C1)S(=O)(=O)NCCOCCOCCN(C/C=C/C(=O)OC(C)(C)C)C)NC1=C(C(=CC=C1)F)C(N)=O Tert-butyl (E)-4-((2-(2-(2-((4-((5-bromo-4-((2-carbamoyl-3-fluorophenyl)amino)pyrimidin-2-yl) amino)phenyl) sulfonamido)ethoxy)ethoxy) ethyl)(methyl)amino)but-2-enoate